2,7-dihydropyrrolo[4,3,2-de]phthalazine-3,8-dione N=1NC(C=2C=CC=C3C2C1C(N3)=O)=O